O=C1[C@H]2[C@H]3C=C[C@@H]([C@H]2C(N1)=O)C3 (1R,2S,6R,7S)-3,5-dioxo-4-azatricyclo[5.2.1.02,6]dec-8-ene